(3Z)-7,7-diethoxy-1,3-heptadiene C(C)OC(CC\C=C/C=C)OCC